BrC1=CC=C(C=C1)CC(=O)N(C1=CC=C(C=C1)C=1C=NN(C1)C)[C@@H]1CC[C@H](CC1)NC1=NC=C(C=C1)C#N 2-(4-bromophenyl)-N-(trans-4-((5-cyanopyridin-2-yl)amino)cyclohexyl)-N-(4-(1-methyl-1H-pyrazol-4-yl)phenyl)acetamide